CSC=1NCC(N1)=O 2-(methylthio)-1,5-dihydro-4H-imidazol-4-one